N-hydroxy-3-(4-thiazol-2-ylanilino)pyrazine-2-formamidine ONC(=N)C1=NC=CN=C1NC1=CC=C(C=C1)C=1SC=CN1